OC=1N(N=C2C(N(C=CC21)C2=CC=C(C=C2)OC)=O)C2=NC(=CC=C2)C 3-hydroxy-6-(4-methoxyphenyl)-2-(6-methylpyridin-2-yl)-2H-pyrazolo[3,4-c]pyridin-7(6H)-one